N-(6-(4-chloro-2-hydroxyphenyl)-5-cyclopropylpyridazin-3-yl)-2-(methylamino)acetamide ClC1=CC(=C(C=C1)C1=C(C=C(N=N1)NC(CNC)=O)C1CC1)O